C[C@@H]1CCNC(OCC=2C=NC=C(C3=NNC4=CC=C(O1)C=C34)N2)=O (13R)-13-methyl-8,14-dioxa-4,10,19,20,23-pentaazatetracyclo[13.5.2.12,6.018,21]tricosa-1(20),2,4,6(23),15,17,21-heptaen-9-one